acrylamidomethyl taurate NCCS(=O)(=O)OCNC(C=C)=O